C(#N)[C@H](C[C@@H]1C(NCCC1)=O)NC(=O)[C@@H]1N([C@@H]2CC([C@H]1CC2)(F)F)C([C@H](CC2CC2)NC=2C=NN(C2)C)=O (1S,3R,4S)-N-((S)-1-cyano-2-((R)-2-oxopiperidin-3-yl)ethyl)-2-((S)-3-cyclopropyl-2-((1-methyl-1H-pyrazol-4-yl)amino)propanoyl)-5,5-difluoro-2-azabicyclo[2.2.2]octane-3-carboxamide